bicyclo[2.2.1]hept-2-ene-2,3-dicarboxylic acid dipropyl ester C(CC)OC(=O)C=1C2CCC(C1C(=O)OCCC)C2